6-[1-methyl-5-(trifluoromethylthio)benzimidazol-2-yl]pyridine-2,5-dicarboxylic acid methyl ester COC(=O)C1=NC(=C(C=C1)C(=O)O)C1=NC2=C(N1C)C=CC(=C2)SC(F)(F)F